C(C)(C)(C)OC(=O)N1CC(=CC1)C=1C=NC2=CC=C(C=C2C1NC1=C(C=C(C=C1)Cl)C(=O)OC)Cl 3-[6-chloro-4-(4-chloro-2-methoxycarbonyl-anilino)-3-quinolinyl]-2,5-dihydropyrrole-1-carboxylic acid tert-butyl ester